N-((1R)-1-(1-((1R,4R,5S)-2-azabicyclo[2.1.1]hexane-5-yl)-8-(2-cyanoethyl)-7-(2,3-dichlorophenyl)-6-fluoro-4-methyl-1H-pyrrolo[3,2-c]quinolin-2-yl)ethyl)thiazole-4-carboxamide [C@H]12NC[C@H]([C@@H]1N1C(=CC=3C(=NC=4C(=C(C(=CC4C31)CCC#N)C3=C(C(=CC=C3)Cl)Cl)F)C)[C@@H](C)NC(=O)C=3N=CSC3)C2